C(=O)(C(=O)O)OC(C(O)CC(=O)O)=O.C1=CC=C(C=2SC3=C(C21)C=CC=C3)C3=CC=C(C=C3)C3=CC=CC=C3 4-(4-dibenzothienyl)biphenyl Oxalomalate